C1CN(CCN1CCS(=O)(=O)[O-])CCS(=O)(=O)[O-].[Na+].[Na+] The molecule is an organic salt, being the disodium salt of 2,2'-piperazine-1,4-diylbisethanesulfonic acid (PIPES), a buffering agent. It has a role as a buffer. It contains a 2,2'-piperazine-1,4-diylbisethanesulfonate.